N-[(1S)-1-[4-[4-(aminomethyl)thiazol-5-yl]phenyl]ethyl]carbamic acid tert-butyl ester C(C)(C)(C)OC(N[C@@H](C)C1=CC=C(C=C1)C1=C(N=CS1)CN)=O